COC(C1=NC=C(C=C1)NC1=CC(=CC(=C1)C1CCCCC1)C1CCCCC1)=O 5-((3,5-dicyclohexylphenyl)amino)picolinic acid methyl ester